N1(CC(C1)C(=O)OC)C(=O)OC(C)(C)C 1-tert-butyl 3-methyl azetidine-1,3-dicarboxylate